3-(2-fluorobenzyl)-5-methyl-7-((1-(tetrahydro-2H-pyran-2-yl)-1H-pyrazolo[3,4-d]pyrimidin-4-yl)oxy)-3,5-dihydro-4H-pyridazino[4,5-b]indol-4-one FC1=C(CN2N=CC3=C(N(C=4C=C(C=CC34)OC3=C4C(=NC=N3)N(N=C4)C4OCCCC4)C)C2=O)C=CC=C1